(3,5-difluoro-4-((6-methoxy-7-(2-(methylamino)ethoxy)quinolin-4-yl)oxy)phenyl)-4-methoxypyridine-3-carboxamide FC=1C=C(C=C(C1OC1=CC=NC2=CC(=C(C=C12)OC)OCCNC)F)C1=NC=CC(=C1C(=O)N)OC